4-fluorophenyl-diphenylphosphine oxide FC1=CC=C(C=C1)P(C1=CC=CC=C1)(C1=CC=CC=C1)=O